BrC=1C=C(C=CC1)N1[C@H](CN(CC1)C(=O)OC(C)(C)C)C tert-Butyl (S)-4-(3-bromophenyl)-3-methylpiperazine-1-carboxylate